COC(=O)C1=CC=C2CCN(C2=C1)C(CN1C[C@H](NCC1)C)=O 1-[2-((R)-3-Methyl-piperazin-1-yl)-acetyl]-2,3-dihydro-1H-indole-6-carboxylic acid methyl ester